FC1(C[C@@H](CC1)N1C(N([C@H](C1)C#N)C1=CN=CC2=CC=CC=C12)=O)F (R)-1-((R)-3,3-difluorocyclopentyl)-3-(isoquinolin-4-yl)-2-oxoimidazolidine-4-carbonitrile